6-(propyl((1-(thiophen-2-ylsulfonyl)piperidin-4-yl)methyl)amino)-5,6,7,8-tetrahydronaphthalen-1-ol C(CC)N(C1CC=2C=CC=C(C2CC1)O)CC1CCN(CC1)S(=O)(=O)C=1SC=CC1